C(C)(C)(C)N1N=CC(=C1Cl)NC1=NC2=CC(=C(C=C2C=N1)Cl)N1CCN(CC1)C1(COC1)C N-(1-tert-butyl-5-chloro-1H-pyrazol-4-yl)-6-chloro-7-[4-(3-methyloxetan-3-yl)piperazin-1-yl]quinazolin-2-amine